(2S,4R)-4-[tert-butyl(diphenyl)silyl]oxy-N-[(1S)-1-[4-(4-methylthiazol-5-yl)phenyl]ethyl]pyrrolidine-2-carboxamide hydrochloride Cl.[Si](C1=CC=CC=C1)(C1=CC=CC=C1)(C(C)(C)C)O[C@@H]1C[C@H](NC1)C(=O)N[C@@H](C)C1=CC=C(C=C1)C1=C(N=CS1)C